N-(2-amino-1-methylethyl)-N,N-dimethylamine CC(CN)N(C)C